C12C3CCC(C3C1)CC2 tricyclo[3.2.2.02,6]Nonane